3-[4-(2-amino-6-methyl-pyrimidin-4-yl)-1,4-oxazepan-3-yl]-4-chloro-benzoic acid NC1=NC(=CC(=N1)N1C(COCCC1)C=1C=C(C(=O)O)C=CC1Cl)C